6-amino-1,3-di-n-pentyl-uracil NC1=CC(N(C(N1CCCCC)=O)CCCCC)=O